C(C)(C)(C)OC(=O)NC(C(=O)OC)CCC(=O)C1=C(C=CC=C1)OCOC methyl 2-((tert-butoxycarbonyl)amino)-5-(2-(methoxymethoxy)phenyl)-5-oxopentanoate